C1(CCC(C2=CC=CC=C12)O)O Tetralin-1,4-diol